(3-Bromo-1-bicyclo[1.1.1]pentanyl)methoxy-tert-butyl-dimethyl-silane BrC12CC(C1)(C2)CO[Si](C)(C)C(C)(C)C